(±)-trans-isoquinolin-5-yl-[(3s,4r)-4-phenylpyrrolidin-3-yl]methanone dihydrochloride Cl.Cl.C1=NC=CC2=C(C=CC=C12)C(=O)[C@@H]1CNC[C@H]1C1=CC=CC=C1 |r|